COC=1C=C(C=CC1OC)C=1NC2=CC=C(C=C2C1CC)C(=O)NC[C@H](C(C)(C)O)F (R)-2-(3,4-dimethoxyphenyl)-3-ethyl-N-(2-fluoro-3-hydroxy-3-methylbutyl)-1H-indole-5-carboxamide